5-chloro-2-(4-methoxyphenyl)pyrido[2,3-e][1,2,4]triazolo[1,5-c]pyrimidine ClC1=NC2=C(C=3N1N=C(N3)C3=CC=C(C=C3)OC)N=CC=C2